C1C=CC2C3CC(C(C12)C3)CC(=O)O.BrC=3C=CC=1N(C2=CC=C(C=C2C1C3)Br)C3=CC=C(C=C3)I 3,6-dibromo-9-(4-iodophenyl)carbazole 3a,4,5,6,7,7a-hexahydro-4,7-methanoinden-6-yl-acetate